S1C(=NC2=C1C=CC=C2)NC(=O)C=2C=CC=C1CCN(CC21)C2=CC=C(C(=N2)C(=O)NS(=O)(=O)CCCCCC(=O)OCC)C=2C=NN(C2C)CC(C)(C)C 1-Ethyl 6-(N-(6-(8-(benzo[d]thiazol-2-ylcarbamoyl)-3,4-dihydroisoquinolin-2(1H)-yl)-3-(5-methyl-1-neopentyl-1H-pyrazol-4-yl)picolinoyl)sulfamoyl)hexanoate